4-(4'-chloro-3'-cyclopropylmethoxy-3,5-difluoro-biphenyl-4-yloxy)-butyric acid ClC1=C(C=C(C=C1)C1=CC(=C(C(=C1)F)OCCCC(=O)O)F)OCC1CC1